(3R,7R)-19-(2,6-dimethylphenyl)-8-[2-(oxan-4-yl)ethyl]-2-oxa-15λ6-thia-5,8,16,18,21-pentaazatetracyclo[15.3.1.110,14.03,7]docosa-1(20),10(22),11,13,17(21),18-hexaene-9,15,15-trione CC1=C(C(=CC=C1)C)C1=NC=2NS(C3=CC=CC(C(N([C@@H]4CNC[C@H]4OC(=C1)N2)CCC2CCOCC2)=O)=C3)(=O)=O